2-(4-((methoxy)methyl)bicyclo[2.2.1]heptan-1-yl)acetaldehyde COCC12CCC(CC1)(C2)CC=O